N1N=CC=C1CC1(CCC(CC1)NC1=NC=C(C(=N1)C=1C=NN(C1CC1CC1)C)Cl)N ((1H-pyrazol-5-yl)methyl)-N4-(5-chloro-4-(5-(cyclopropylmethyl)-1-methyl-1H-pyrazol-4-yl)pyrimidin-2-yl)cyclohexane-1,4-diamine